N1(N=CC=C1)C=1C=C(CN(C2=CC=C(COCCOC=3C=C(N(C)C)C=CC3)C=C2)CC2=CC(=CC=C2)OC)C=CC1 3-(2-(4-((3-(1H-pyrazol-1-yl)benzyl)(3-methoxybenzyl)amino)benzyloxy)ethoxy)-N,N-dimethylaniline